2-(cyclobutylamino)-4-(3-hydroxy-4,4-dimethylcyclohexylamino)pyrimidine-5-carboxamide C1(CCC1)NC1=NC=C(C(=N1)NC1CC(C(CC1)(C)C)O)C(=O)N